ClC1=C(C=NC2=CC=C(C=C12)OC(F)(F)F)C(=O)N1CCN(CC1)C(=O)OC(C)(C)C tert-butyl 4-[4-chloro-6-(trifluoromethoxy)quinoline-3-carbonyl]piperazine-1-carboxylate